methyl 3,5-bis(trifluoromethyl)benzimidothioate FC(C=1C=C(C(=N)SC)C=C(C1)C(F)(F)F)(F)F